C(C1=CC=CC=C1)OC(C=O)=C 2-(benzyloxy)-2-propenal